(2R,5S)-3-(4-amino-2-fluorophenylethyl)-2-(1-(4-fluorophenyl)-3-(furan-3-yl)-1H-pyrazol-4-yl)-5-methyloxazolidin-4-one NC1=CC(=C(C=C1)CCN1[C@H](O[C@H](C1=O)C)C=1C(=NN(C1)C1=CC=C(C=C1)F)C1=COC=C1)F